C(C1=CC=CC=C1)OC1=CC=2[C@@H]3N(N4C(C2C=C1Cl)=CC(C(=C4)C(=O)OC)=O)C(CC3)(C)C methyl (R)-12-(benzyloxy)-11-chloro-3,3-dimethyl-8-oxo-2,3,8,13b-tetrahydro-1H-pyrido[2,1-a]pyrrolo[1,2-c]phthalazine-7-carboxylate